1-(4-((4-((3,4-dichloro-2-fluorophenyl)amino)-7-methoxy-2-methylquinazolin-6-yl)oxy)piperidin-1-yl)prop-2-en-1-one ClC=1C(=C(C=CC1Cl)NC1=NC(=NC2=CC(=C(C=C12)OC1CCN(CC1)C(C=C)=O)OC)C)F